5-(1-hydroxy-2-isopropylaminobutyl)-8-hydroxyquinolone hydrochloride Cl.OC(C(CC)NC(C)C)C1=C2C=CC(NC2=C(C=C1)O)=O